(2R,5S)-tert-butyl 5-((R)-1-(2-hydroxybenzamido)-2-mercaptoethyl)-1-methylpyrrolidine-2-carboxylate OC1=C(C(=O)N[C@@H](CS)[C@@H]2CC[C@@H](N2C)C(=O)OC(C)(C)C)C=CC=C1